[(1,3-thiazol-2-yl)methyl]thieno[3,2-b]pyridin-7-amine S1C(=NC=C1)CC1=CC2=NC=CC(=C2S1)N